N1C=CC2=CC=C(C=C12)NC1=NC=2CCCCC2C=C1 N-(1H-indol-6-yl)-5,6,7,8-tetrahydroquinolin-2-amine